2-[2,5-difluoro-4-[6-[(2-methylsulfonylisoindolin-5-yl)methoxy]-2-pyridyl]phenyl]acetic acid FC1=C(C=C(C(=C1)C1=NC(=CC=C1)OCC=1C=C2CN(CC2=CC1)S(=O)(=O)C)F)CC(=O)O